2-(4-(4-Isopropyl-5-(8-methyl-[1,2,4]triazolo[1,5-a]pyridin-6-yl)-1H-pyrazol-3-yl)piperidin-1-yl)-N-methylacetamide C(C)(C)C=1C(=NNC1C=1C=C(C=2N(C1)N=CN2)C)C2CCN(CC2)CC(=O)NC